ClC=1C=NN(C1C(NC1=NC=C(C=C1C)C#CC1=CC=CC=C1)=O)C(C)C1CCN(CC1)C(=O)OC(C)(C)C tert-butyl 4-(1-(4-chloro-5-((3-methyl-5-(phenylethynyl)pyridin-2-yl)carbamoyl)-1H-pyrazol-1-yl)ethyl)piperidine-1-carboxylate